C(CCCCCCCC)(=O)OCCCCCCCO 7-hydroxyheptyl nonanoate